C(C)(C)(C)OC(NC1=NC(=CC=C1)C1=NN=CN1[C@@H](COC)C)=O (R)-(6-(4-(1-methoxypropan-2-yl)-4H-1,2,4-triazol-3-yl)pyridin-2-yl)carbamic acid tert-butyl ester